3-(4-(methylthio)phenoxy)phthalonitrile CSC1=CC=C(OC2=C(C(C#N)=CC=C2)C#N)C=C1